O1N=C(C2=C1C=CC=C2)C2=C(C=CC=C2)[C@H](C(C)(C2=NC=CC=C2)C)N (R)-1-[2-(Benzo[d]isoxazol-3-yl)phenyl]-2-methyl-2-(pyridine-2-yl)propane-1-amine